C1CCC2=C(C=3CCCC3C=C12)NC(=O)N=S(=O)(N)C1=NN(C(=C1)C(C)(C)O)CC1=CC=C(C=C1)OC N'-((1,2,3,5,6,7-hexahydro-s-indacen-4-yl)carbamoyl)-5-(2-hydroxypropan-2-yl)-1-(4-methoxybenzyl)-1H-pyrazole-3-sulfonimidamide